3-[(3-Aminophenyl)sulfanyl]pyridazine-4-carbonitrile NC=1C=C(C=CC1)SC=1N=NC=CC1C#N